6-(3-isopropyl-5-(piperidin-4-yl)-1H-indol-2-yl)oxazolo[4,5-b]pyridin-2(3H)-one C(C)(C)C1=C(NC2=CC=C(C=C12)C1CCNCC1)C=1C=C2C(=NC1)NC(O2)=O